C1(=CC=CC=C1)COP(=O)(OCC1=CC=CC=C1)OC1=C(C=C(C=C1)C[C@@H](C(=O)N[C@H](C(=O)OCC1=CC=CC=C1)CC1=CC=C(C=C1)OCC1=CC=CC=C1)NC(=O)OCC1=CC=CC=C1)OCC1=CC=CC=C1 benzyl (2S)-2-[[(2S)-3-[4-bis(phenylmethoxy)phosphoryloxy-3-phenylmethoxyphenyl]-2-(phenylmethoxycarbonylamino)propanoyl]amino]-3-(4-phenylmethoxyphenyl)propanoate